5-methyl-N-((3-methylpyridin-4-yl)methyl)pyridazine-3-carboxamide CC=1C=C(N=NC1)C(=O)NCC1=C(C=NC=C1)C